(R)-N-(4-cyclobutyl-1-methyl-3-phenethyl-1H-pyrazol-5-yl)-2-(2,2,3,3-tetrafluorocyclobutyl)acetamide C1(CCC1)C=1C(=NN(C1NC(C[C@H]1C(C(C1)(F)F)(F)F)=O)C)CCC1=CC=CC=C1